(S)-1-(1-(2-Chloro-6-fluoro-3-(2-hydroxyethoxy)phenoxy)-8-((1,1,1-trifluoropropan-2-yl)oxy)isoquinolin-6-yl)-4-ethyl-3-(hydroxymethyl)-1H-1,2,4-triazol-5(4H)-one ClC1=C(OC2=NC=CC3=CC(=CC(=C23)O[C@H](C(F)(F)F)C)N2N=C(N(C2=O)CC)CO)C(=CC=C1OCCO)F